S1C(=NN=C1)O 1,3,4-thiadiazol-2-ol